FC[C@@H]1[C@H](NC(C1)=O)COC1=NC=CC2=CC(=C(C=C12)OC)C(=O)N 1-{[(2s,3s)-3-(fluoromethyl)-5-oxopyrrolidin-2-yl]methoxy}-7-methoxyisoquinoline-6-carboxamide